1-(9Z,12Z-octadecadienoyl)-2-octadecanoyl-glycero-3-phospho-(1'-sn-glycerol) CCCCCCCCCCCCCCCCCC(=O)O[C@H](COC(=O)CCCCCCC/C=C\C/C=C\CCCCC)COP(=O)(O)OC[C@H](CO)O